ClC1=NC=CC(=N1)N1C(OC[C@@H]1C(C)C)=O (S)-3-(2-chloropyrimidin-4-yl)-4-isopropyloxazolidin-2-one